3,3',3''-((nitrilotris(ethane-2,1-diyl))tris(1H-indole-1,6-diyl))tris(2-(pyrrolidin-3-yl)propanoic acid) N(CCN1C=CC2=CC=C(C=C12)CC(C(=O)O)C1CNCC1)(CCN1C=CC2=CC=C(C=C12)CC(C(=O)O)C1CNCC1)CCN1C=CC2=CC=C(C=C12)CC(C(=O)O)C1CNCC1